[Si](C1=CC=CC=C1)(C1=CC=CC=C1)(C(C)(C)C)OCC(CN1N=NN=C1S)(F)F 1-[3-[tert-butyl(diphenyl)silyl]oxy-2,2-difluoro-propyl]tetrazole-5-thiol